3,3-difluoro-N-(3-(5-fluoropyridin-3-yl)-4-methylphenyl)-6-azabicyclo[3.1.1]heptane-6-carboxamide FC1(CC2N(C(C1)C2)C(=O)NC2=CC(=C(C=C2)C)C=2C=NC=C(C2)F)F